C=O.C1(=CC=CC2=CC=CC=C12)O naphthol compound with formaldehyde